C(C1=CC=C(C(=N1)N)B1OC(C(O1)(C)C)(C)C)([2H])([2H])[2H] 6-(methyl-d3)-3-(4,4,5,5-tetramethyl-1,3,2-dioxaborolan-2-yl)pyridin-2-amine